tetrabutylphosphonium salicylate p-toluenesulfonate salt CC1=CC=C(C=C1)S(=O)(=O)[O-].C(C=1C(O)=CC=CC1)(=O)[O-].C(CCC)[P+](CCCC)(CCCC)CCCC.C(CCC)[P+](CCCC)(CCCC)CCCC